hexyl-dimethyl-silicon trifluoromethanesulfonate FC(S(=O)(=O)[O-])(F)F.C(CCCCC)[Si+](C)C